tert-Butyl methyl(2-((3-methyl-N-(2-oxo-2-(((R)-2'-oxo-1,1',2',3-tetrahydrospiro[indene-2,3'-pyrrolo[2,3-b]pyridin]-5-yl)amino)ethyl)pyrrolidine-3-carboxamido)methyl)benzyl)carbamate CN(C(OC(C)(C)C)=O)CC1=C(C=CC=C1)CN(C(=O)C1(CNCC1)C)CC(NC=1C=C2C[C@]3(C(NC4=NC=CC=C43)=O)CC2=CC1)=O